FC1=CC(=NC(=C1)C)C(=O)NC1=CC2=C(N=C(S2)C2CCC(CC2)C=O)C=C1C(C)(C)O 4-fluoro-N-[2-(4-formylcyclohexyl)-5-(1-hydroxy-1-methyl-ethyl)-1,3-benzothiazol-6-yl]-6-methyl-pyridine-2-carboxamide